C(C)(C)OC1=C(C=NC=C1)C1CN(C1)C(=O)OC(C)(C)C tert-butyl 3-(4-isopropoxypyridin-3-yl)azetidine-1-carboxylate